OC1=C(C(=CC(=C1)C(F)(F)F)C)C=1C=CC=2C(N1)=NN(C2)[C@@H]2COCC[C@H]2O (3R,4R)-3-[6-[2-hydroxy-6-methyl-4-(trifluoro-methyl)phenyl]pyrazolo[3,4-b]pyridin-2-yl]tetra-hydropyran-4-ol